[I-].C(C)(C)[N+]1=CC=C(C2=CC=CC=C12)\C=C\1/N(C2=CC=C(C=C2CC1)OC)C(C)C (Z)-1-isopropyl-4-((1-isopropyl-6-methoxy-3,4-dihydroquinolin-2(1H)-ylidene)methyl)quinolin-1-ium iodide